BrC1=CC2=C(C(=C1)F)C1(CC1)CO2 6-bromo-4-fluoro-2H-spiro[benzofuran-3,1'-cyclopropane]